S1C=CC2=C1C1CCCCN1C2=O 7,8,9,9a-Tetrahydrothieno[2,3-a]indolizin-4(6H)-one